5-bromo-1,3-dichloro-2-(3-chloro-4-nitrophenoxy)benzene BrC=1C=C(C(=C(C1)Cl)OC1=CC(=C(C=C1)[N+](=O)[O-])Cl)Cl